acryloyloxycaprolactone C(C=C)(=O)OC1C(=O)OCCCC1